NC1=C(C=C(C=N1)B(O)O)C1=CC(=C(C(=C1)NS(=O)(=O)CCC)OC)F (6-amino-5-(3-fluoro-4-methoxy-5-(propylsulfonamido)phenyl)pyridin-3-yl)boronic acid